NCCCCCCSC1=C2C(N(C(C2=CC=C1)=O)C1C(NC(CC1)=O)=O)=O 4-((6-aminohexyl)thio)-2-(2,6-dioxopiperidin-3-yl)isoindoline-1,3-dione